naphthalene-1,3,6-trisulfonic acid C1(=CC(=CC2=CC(=CC=C12)S(=O)(=O)O)S(=O)(=O)O)S(=O)(=O)O